3-(sec-butyl)-4-(3,4-dihydroxypyrrolidine-1-carbonyl)-1,3,4,5-tetrahydro-2H-benzo[1,4]diazepin-2-one C(C)(CC)C1C(NC2=C(CN1C(=O)N1CC(C(C1)O)O)C=CC=C2)=O